C1(C=CC(N1CCC(=O)NCCOCC[C@]1([C@@H]([C@@H](O)[C@H](O)[C@H](O1)CO)NC(C)=O)O[C@H]1[C@@H]([C@@H]([C@@H](O[C@@H]1CO)C(=O)O)NC(C)=O)NC(C)=O)=O)=O 2-(2-β-maleimidopropionamidoethoxy)ethyl-2-deoxy-2-acetamido-α-D-glucopyranosyl-(1→4)-2,3-dideoxy-2,3-di-acetamido-β-D-mannopyranonic acid